tert-butyl 2-(hydroxymethyl)-5-methyl-piperidine-1-carboxylate OCC1N(CC(CC1)C)C(=O)OC(C)(C)C